4-(1,3-benzoxazol-2-yl)-5-ethoxy-1-methyl-6-oxo-1,6-dihydropyrimidine-2-carbaldehyde O1C(=NC2=C1C=CC=C2)C=2N=C(N(C(C2OCC)=O)C)C=O